ClC=1C=CC(=C(C1)C1=CC(=C(N=N1)C1COCC1)NC1=CC(=NC=C1)NC(CCN1CCN(CC1)C)=O)F N-(4-((6-(5-chloro-2-fluorophenyl)-3-(tetrahydrofuran-3-yl)pyridazin-4-yl)amino)pyridin-2-yl)-3-(4-methylpiperazin-1-yl)propanamide